5-{[4-(3-methoxybenzyl)-2-thienyl]carbonyl}pyrimidin COC=1C=C(CC=2C=C(SC2)C(=O)C=2C=NC=NC2)C=CC1